diethyl-(7-aminoheptyl)amine C(C)N(CCCCCCCN)CC